Butyl-di-1-adamantylphosphine C(CCC)P(C12CC3CC(CC(C1)C3)C2)C23CC1CC(CC(C2)C1)C3